C(C)(C)(C)OC(=O)N1C(C(C2=CC=CC=C12)(C)C)=O 3,3-dimethyl-2-oxoindoline-1-carboxylic acid tert-butyl ester